O1C=2N(C(C1)CO)N=CC2 (2,3-dihydropyrazolo[5,1-b]oxazol-3-yl)methanol